COC1=CC=C(C=C1)C1CC(C1)=O 3-(4-methoxyphenyl)cyclobutanone